C(CCCCCCC)C=1C(C2=C(C3=CC=CC=C3C2=CC1)F)=O octyl-9-fluorofluorenone